N-methyl-5-[8-(4,4,5,5-tetramethyl-1,3,2-dioxaborolan-2-yl)-3-isoquinolinyl]pyridine-2-carboxamide CNC(=O)C1=NC=C(C=C1)C=1N=CC2=C(C=CC=C2C1)B1OC(C(O1)(C)C)(C)C